N1=NNC=2N=CN=C(C21)N 3H-[1,2,3]triazolo[4,5-d]pyrimidin-7-amine